COC(C1=CC(=CC(=C1)F)C=1SC2=C(N1)C=C(C(=C2)Cl)C(F)(F)F)=O.C(CCC)C2=CC=C(CC(C(=O)C1=CC=C(C=C1)N1CCOCC1)(CC)N(C)C)C=C2 2-(4-n-butylbenzyl)-2-(dimethylamino)-1-(4-morpholinophenyl)butan-1-one methyl-3-(6-chloro-5-(trifluoromethyl)benzo[d]thiazol-2-yl)-5-fluorobenzoate